ClC1=C(C=C2C=C(N=CC2=C1)NC(=O)C1CC12CCOCC2)N2CCN(CC2)C2(COCC2O)CC N-(7-chloro-6-(4-(3-ethyl-4-hydroxytetrahydrofuran-3-yl)piperazin-1-yl)isoquinolin-3-yl)-6-oxaspiro[2.5]octane-1-carboxamide